ClC=1C=C2C(=CC(=NC2=CC1)C(F)(F)F)NC1CCC(CC1)NC(=O)C1=CNC2=NC=C(C=C21)C(F)(F)F N-[(1s,4s)-4-{[6-chloro-2-(trifluoromethyl)quinolin-4-yl]amino}cyclohexyl]-5-(trifluoromethyl)-1H-pyrrolo[2,3-b]pyridine-3-carboxamide